tert-Butyl (tert-butoxycarbonyl)(1-(2-(4-((tert-butoxycarbonyl)amino)butoxy)-4,6-dichlorobenzyl)-1H-imidazo[4,5-c]pyridin-4-yl)carbamate C(C)(C)(C)OC(=O)N(C(OC(C)(C)C)=O)C1=NC=CC2=C1N=CN2CC2=C(C=C(C=C2Cl)Cl)OCCCCNC(=O)OC(C)(C)C